N-tertbutyl-N-isopropylamine C(C)(C)(C)NC(C)C